NC1=NC=C(C=N1)CN1CC2=C(CC1)C(=CS2)C(=O)NC2=CC(=C(C=C2)Cl)C(F)(F)F 6-((2-aminopyrimidin-5-yl)methyl)-N-(4-chloro-3-(trifluoromethyl)phenyl)-4,5,6,7-tetrahydrothieno[2,3-c]pyridine-3-carboxamide